N(C1=CC=CC=C1)C1=NC(=NC(=N1)S)S 6-(anilino)-1,3,5-triazine-2,4-dithiol